FC(CN1C(=NC2=NC=C(C=C21)C2=CNC=1N=C(N=CC12)NC1CCN(CC1)C(C)=O)C)F 1-(4-((5-(1-(2,2-difluoroethyl)-2-methyl-1H-imidazo[4,5-b]pyridin-6-yl)-7H-pyrrolo[2,3-d]pyrimidin-2-yl)amino)piperidin-1-yl)ethan-1-one